2-(2,4-difluoro-5-((S or R)-1-(((R)-phenyl((R)-1,2,3,4-tetrahydropyrido[2,3-b]pyrazin-3-yl)methyl)amino)propan-2-yl)phenyl)acetic acid FC1=C(C=C(C(=C1)F)[C@@H](CN[C@@H]([C@H]1CNC2=C(N1)N=CC=C2)C2=CC=CC=C2)C)CC(=O)O |o1:8|